1-((4-propyl-4H-1,2,4-triazol-3-yl)methyl)-1H-benzo[d]Imidazole-6-carboxylic acid methyl ester COC(=O)C=1C=CC2=C(N(C=N2)CC2=NN=CN2CCC)C1